C(C)C=1C=CC(=C2NC(C=3N(C12)C(=NN3)C)(C)C)F 9-ethyl-6-fluoro-1,4,4-trimethyl-4,5-dihydro-[1,2,4]triazolo[4,3-a]quinoxaline